C(N)(=O)CC(=O)NCCC1=C(SC(=C1)Cl)Cl 2-carbamoyl-N-[2-(2,5-dichlorothiophen-3-yl)ethyl]acetamide